tert-Butyl 3-[8-[(1R)-1-aminoethyl]-3,6-dimethyl-4-oxo-chromen-2-yl]-6,7-dihydro-4H-pyrazolo[1,5-a]pyrazine-5-carboxylate N[C@H](C)C=1C=C(C=C2C(C(=C(OC12)C=1C=NN2C1CN(CC2)C(=O)OC(C)(C)C)C)=O)C